FC1=C(C(=O)NC2=NC(=CC=C2)C(=O)C2CCN(CC2)C)C(=CC(=C1)F)F 2,4,6-trifluoro-N-(6-(1-methylpiperidine-4-carbonyl)pyridin-2-yl)benzamide